2-(tert-butyl) 7a-methyl (2R,3S,7aS)-3-((tosyloxy)methyl)tetrahydro-1H-pyrrolizine-2,7a(5H)-dicarboxylate S(=O)(=O)(C1=CC=C(C)C=C1)OC[C@@H]1[C@@H](C[C@@]2(CCCN12)C(=O)OC)C(=O)OC(C)(C)C